OCC1=C(N=C(O1)NC1=NC(=C2C=CC=NC2=C1)NC1CC2CCC(C1)N2CCC#N)SC 3-((3-exo)-3-((7-((5-(hydroxymethyl)-4-methylsulfanyl-oxazol-2-yl)amino)-1,6-naphthyridin-5-yl)amino)-8-azabicyclo[3.2.1]octane-8-yl)propanenitrile